C1(=CC=CC=C1)[C@@H](C)N1CCC(CC1)=O 1-[(1R)-1-Phenylethyl]piperidin-4-one